O=C1NC(CCC1N1CC=2C=C(C=C(C2C1=O)C#N)S(=O)(=O)C)=O 2-(2,6-dioxopiperidin-3-yl)-6-(methylsulfonyl)-3-oxoisoindoline-4-carbonitrile